4-(benzylthio)-3-(trifluoromethyl)benzenamine C(C1=CC=CC=C1)SC1=C(C=C(C=C1)N)C(F)(F)F